N1C(C(C=2C1=CN=CC2)=O)=O 1H-pyrrolo[2,3-c]pyridine-2,3-dione